C(C(=C)C)(=O)OCCOC1=CC=C(C(=O)O)C=C1.C1=CC=CC2=CC=CC=C12 naphthalene 4-(2-methacryloyloxyethoxy)benzoate